N-(2,6-dichlorophenyl)-4-ethoxy-2-{[3-fluoro-4-(4-methylpiperazin-1-yl)phenyl]amino}pyrimidine-5-carboxamide ClC1=C(C(=CC=C1)Cl)NC(=O)C=1C(=NC(=NC1)NC1=CC(=C(C=C1)N1CCN(CC1)C)F)OCC